4-(7-chloro-3-cyano-6-fluoro-1-(2-isopropyl-4-methylpyridin-3-yl)-2-oxo-1,2-dihydro-1,8-naphthyridin-4-yl)piperazine-1-carboxylic acid tert-butyl ester C(C)(C)(C)OC(=O)N1CCN(CC1)C1=C(C(N(C2=NC(=C(C=C12)F)Cl)C=1C(=NC=CC1C)C(C)C)=O)C#N